adamantan-1-yl(2-(3-fluorophenyl)pyrrolidin-1-yl)methanone C12(CC3CC(CC(C1)C3)C2)C(=O)N2C(CCC2)C2=CC(=CC=C2)F